C(#N)C1(CC1)C(=O)NC1(CC(C1)NC1=NN2C(C(=N1)OC)=C(C=C2)C=2C=NC=1N(C2)C=CN1)C 1-cyano-N-((1r,3r)-3-((5-(imidazo[1,2-a]pyrimidin-6-yl)-4-methoxypyrrolo[2,1-f][1,2,4]triazin-2-yl)amino)-1-methylcyclobutyl)cyclopropane-1-carboxamide